ClC1=CC(=C(COC2=CC=CC(=N2)C2=CC(=C(CC3=NC4=C(N3CC3OCCC3)C=CC=C4)C=C2)F)C=C1)F 2-(4-(6-(4-Chloro-2-fluorobenzyloxy)pyridin-2-yl)-2-fluorobenzyl)-1-((tetrahydrofuran-2-yl)methyl)-1H-benzo[d]imidazol